2-(4-fluoro-2-methoxy-phenoxy)-N-(2-methoxy-4-pyridinyl)-5-(trifluoromethyl)pyridine-3-carboxamide FC1=CC(=C(OC2=NC=C(C=C2C(=O)NC2=CC(=NC=C2)OC)C(F)(F)F)C=C1)OC